C(OC(C)OC1=C(C(=CC(=C1)CCCCC)O)C1CCCC(=C1)C)(OCCOC)=O 1-((6-hydroxy-5'-methyl-4-pentyl-1',2',3',4'-tetrahydro-[1,1'-biphenyl]-2-yl)oxy)ethyl (2-methoxyethyl) carbonate